COC1=CC=C(CN(S(=O)(=O)C=2C=C(CCOC3=NC=CC(=C3)C=3C(=C4CCCC4=CC3)CC(=O)OC(C)(C)C)C=C(C2)C(C)(C)O)CC2=CC=C(C=C2)OC)C=C1 tert-Butyl 2-(5-(2-(3-(N,N-bis(4-methoxybenzyl)sulfamoyl)-5-(2-hydroxypropan-2-yl)-phenethoxy)pyridin-4-yl)-2,3-dihydro-1H-inden-4-yl)acetate